1-{4-[2-(azepan-1-yl)ethoxy]benzyl}-5-(benzyloxy)-2-[4-(benzyloxy)phenyl]-3-methyl-1H-indole N1(CCCCCC1)CCOC1=CC=C(CN2C(=C(C3=CC(=CC=C23)OCC2=CC=CC=C2)C)C2=CC=C(C=C2)OCC2=CC=CC=C2)C=C1